O.ClC=1C=C(C=CC1)[C@H](CN[C@@H](CC1=CC2=C(OC(O2)(C(=O)[O-])C(=O)[O-])C=C1)C)O.[Na+].[Na+] Disodium 5-[(2R)-2-[[(2R)-2-(3-Chlorophenyl)-2-hydroxyethyl]amino]propyl]-1,3-benzodioxole-2,2-dicarboxylate hydrate